perfluoro-2,3-epoxybutane FC(C1(C(C(F)(F)F)(O1)F)F)(F)F